N-vanillyl-octanoamide C(C1=CC(OC)=C(O)C=C1)NC(CCCCCCC)=O